(S)-N-(2-(2-cyano-4,4-difluoropyrrolidin-1-yl)-2-oxoethyl)-3-(4-(3-(piperazin-1-yl)propoxy)phenyl)isonicotinamide 2,2,2-trifluoroacetate FC(C(=O)O)(F)F.C(#N)[C@H]1N(CC(C1)(F)F)C(CNC(C1=C(C=NC=C1)C1=CC=C(C=C1)OCCCN1CCNCC1)=O)=O